1-{4-[2-Phenyl-7-((R)-1-quinolin-3-yl-ethylamino)-2H-pyrazolo[4,3-d]pyrimidin-5-yl]-piperazin-1-yl}-ethanon C1(=CC=CC=C1)N1N=C2C(N=C(N=C2N[C@H](C)C=2C=NC3=CC=CC=C3C2)N2CCN(CC2)C(C)=O)=C1